COC(C1=CC(=CC=C1)I(OC(C)=O)OC(C)=O)=O 3-(diacetoxyiodo)benzoic acid methyl ester